benzoCarbazole C1=CC=CC=2C=CC=3C=4C=CC=CC4NC3C21